8-[(2s,5r)-4-[(3,4-difluorophenyl)methyl]-2,5-dimethylpiperazin-1-yl]-5-methyl-6-oxo-5,6-dihydro-1,5-naphthyridine-2-carbonitrile FC=1C=C(C=CC1F)CN1C[C@@H](N(C[C@H]1C)C1=CC(N(C=2C=CC(=NC12)C#N)C)=O)C